C(C)(C)(C)OC(=O)N1C[C@H](CC1)OC1=CC=C(S1)[C@H]1N([C@@H](CC2=C1N(C1=CC=CC=C21)C(=O)OC(C)(C)C)C)CC(C)(C)F tert-Butyl (1S,3R)-1-(5-(((S)-1-(tert-butoxycarbonyl)pyrrolidin-3-yl)oxy)thiophen-2-yl)-2-(2-fluoro-2-methylpropyl)-3-methyl-1,2,3,4-tetrahydro-9H-pyrido[3,4-b]indole-9-carboxylate